C[C@@]12CCC/C(/[C@@H]2CC[C@@H]1[C@@H](CN1C[C@H](CC1)C)C)=C\C=C\1/C([C@H](C[C@@H](C1)O)O)=C (1R,3S,Z)-5-(2-((1R,3aS,7aR,E)-7a-methyl-1-((S)-1-((S)-3-methylpyrrolidin-1-yl)Propan-2-yl)octahydro-4H-inden-4-ylidene)ethylidene)-4-methylenecyclohexane-1,3-diol